OC1=CC=C(OC=CCCCCOC2=CC=C(C=C2)O)C=C1 1,6-bis(4-hydroxyphenoxy)hexaneN